indium cadmium phosphorus silicon [Si].[P].[Cd].[In]